C(#N)C1=CNC2=C(C=CC(=C12)C)NS(=O)(=O)C1=CC=C(C=C1)C#CCNC(OC(C)(C)C)=O t-butyl (3-{4-[(3-cyano-4-methyl-1H-indol-7-yl)sulfamoyl]phenyl}prop-2-yn-1-yl)carbamate